C(C)(C)(C)OC(=O)N1C2CC(CC1CC2)NC(=O)C2=CC=1N(N(C2=O)C(C)C)C=CC1 tert-butyl-3-[(1-isopropyl-2-oxo-1,2-dihydro pyrrolo[1,2-b]pyridazine-3-carbonyl) amino]-8-azabicyclo[3.2.1]octane-8-carboxylate